C(C)(C)(C)OC(=O)N1CC=2C=C3C(=CC2CC1)N(C(=C3C(C)C)C3=CC(=NC(=C3)C)C)S(=O)(=O)C3=CC=C(C)C=C3 2-(2,6-Dimethylpyridin-4-yl)-3-isopropyl-1-p-toluenesulfonyl-1,5,7,8-tetrahydro-6H-pyrrolo[2,3-g]isoquinoline-6-carboxylic acid tert-butyl ester